C(C)(=O)C=1C=C(C=2N(C1N1CCN(CC1)C(=O)OC(C)(C)C)C=NC2)Cl tert-Butyl 4-(6-acetyl-8-chloroimidazo[1,5-a]pyridin-5-yl)piperazine-1-carboxylate